O(C1=CC=C(C=C1)OC1=C(C(C(=O)O)=CC=C1)C(=O)O)C1=CC=C(C=C1)OC1=C(C(C(=O)O)=CC=C1)C(=O)O 4'-((oxybis(4,1-phenylene))bis(oxy))DIPHTHALIC ACID